5-(4-((3-ethyl-2,4-dioxo-1,2,3,4-tetrahydroquinazolin-7-yl)methyl)piperazin-1-yl)-N,4-dimethylpyridinecarboxamide C(C)N1C(NC2=CC(=CC=C2C1=O)CN1CCN(CC1)C=1C(=CC(=NC1)C(=O)NC)C)=O